C(C)OC(C1=CC=C(C=C1)NC(=O)NC1CCN(CC1)C(C(C)(C)OC1=CC=C(C=C1)Cl)=O)=O 4-(3-(1-(2-(4-chlorophenoxy)-2-methylpropanoyl)piperidin-4-yl)ureido)benzoic acid ethyl ester